tertbutyl 3-(2,7-dichloro-8-fluoropyrido[4,3-d]pyrimidin-4-yl)-3,8-diazabicyclo[3.2.1]octane-8-carboxylate ClC=1N=C(C2=C(N1)C(=C(N=C2)Cl)F)N2CC1CCC(C2)N1C(=O)OC(C)(C)C